BrC1=CC=C(C=C1)N1CCN(CC1)C 1-(4-bromophenyl)-4-methylpiperazine